CN1C(NC2=C1C=C(C=C2)N2CCNCC2)=O 1-methyl-6-(piperazin-1-yl)-3H-1,3-benzodiazol-2-one